(R)-2-(6-(5-chloro-2-((oxazin-4-yl)amino)pyrimidin-4-yl)-1-oxoisoindolin-2-yl)propionic acid ClC=1C(=NC(=NC1)NC1=CNOC=C1)C1=CC=C2CN(C(C2=C1)=O)[C@@H](C(=O)O)C